tert-Butyl 2-(3-acetyl-5-(3-methyl-3H-imidazolo[4,5-b]pyridin-6-yl)-1H-indazol-1-yl)acetate C(C)(=O)C1=NN(C2=CC=C(C=C12)C=1C=C2C(=NC1)N(C=N2)C)CC(=O)OC(C)(C)C